5-(3-(3-chlorophenyl)-1,2,4-oxadiazol-5-yl)-1-((5-fluoropyridin-3-yl)methyl)pyridin-2(1H)-one ClC=1C=C(C=CC1)C1=NOC(=N1)C=1C=CC(N(C1)CC=1C=NC=C(C1)F)=O